CC(C)C1=CN=C(S1)C=1C=C(C(=O)N[C@H](C)C=2C=NC(=NC2)C(F)(F)F)C=C(C1)O[C@H]1COCC1 3-[5-(propan-2-yl)-1,3-thiazol-2-yl]-5-[(3R)-tetrahydrofuran-3-yloxy]-N-{(1R)-1-[2-(trifluoromethyl)pyrimidin-5-yl]ethyl}benzamide